((4-iodobenzyl)oxy)triisopropylsilane IC1=CC=C(CO[Si](C(C)C)(C(C)C)C(C)C)C=C1